N-{(2S,3R)-4,4-difluoro-1-(oxetane-2-carbonyl)-2-[(2,3',4'-trifluoro[1,1'-biphenyl]-3-yl)methyl]pyrrolidin-3-yl}-ethanesulfonamide FC1([C@@H]([C@@H](N(C1)C(=O)C1OCC1)CC=1C(=C(C=CC1)C1=CC(=C(C=C1)F)F)F)NS(=O)(=O)CC)F